CC=1C(=C(C=2CCCC2C1)N)C1=C2C(=NC=C1)NC=C2 6-methyl-5-(1H-pyrrolo[2,3-b]pyridin-4-yl)-2,3-dihydro-1H-inden-4-amine